COC1=CC=C(C=C(C(=O)OCC(CCCC)CC)C(=O)OCC(CCCC)CC)C=C1 di-(2-ethylhexyl) 4-methoxybenzalmalonate